methoxy-2-nitrobenzoate COC=1C(=C(C(=O)[O-])C=CC1)[N+](=O)[O-]